5,6-difluoro-4-[(4-fluoro-2-methoxy-5-nitrophenyl)methyl]-2,3-dihydro-1,4-benzoxazine FC1=C(C=CC2=C1N(CCO2)CC2=C(C=C(C(=C2)[N+](=O)[O-])F)OC)F